C1(CCC(CC)O1)=S γ-thionocaprolactone